6-(difluoromethoxy)-2-methylpyrimidin FC(OC1=CC=NC(=N1)C)F